ClC=1C=C(C(=O)O)C=C(C1C)S(=O)(=O)CCO 3-chloro-5-((2-hydroxyethyl)sulfonyl)-4-methylbenzoic acid